3-bromo-3',5'-di-t-butylbiphenyl BrC=1C=C(C=CC1)C1=CC(=CC(=C1)C(C)(C)C)C(C)(C)C